COCOC1=CC=C(C(=O)NC=2C=CC=3N(C2)C=C(N3)C(=O)OCC)C=C1 ethyl 6-[4-(methoxymethoxy)benzamido]imidazo[1,2-a]pyridine-2-carboxylate